FC(C(=O)O)(C(OC(C(C(OC(C(F)(F)F)(F)F)(F)F)(C(F)(F)F)F)(F)F)(F)F)C(F)(F)F perfluoro-2,6-dimethyl-4,8-dioxadecanoic acid